COC1=C(C=CC=C1)C(C(=O)O)Cl.ClC=1C(=C(C2=C(CN3[C@@H](CO2)CN(CC3)C(C=C)=O)C1)F)C1=C(C=CC=C1O)Cl 1-[(12AR)-8-chloro-9-(2-chloro-6-hydroxyphenyl)-10-fluoro-3,4,12,12a-tetrahydro-6H-pyrazino[2,1-c][1,4]benzoxazepin-2(1H)-yl]prop-2-en-1-one 2-methoxyphenyl-2-chloroacetate